NC(C(C(=O)O)(C)CC1CC(C1)(F)F)=O 3-amino-2-((3,3-difluorocyclobutyl)methyl)-2-methyl-3-oxopropanoic acid